C(C)(C)(C)OC(NC1CC(NC2=C(C1)C=C(C=C2)Br)=O)=O tert-Butyl-(7-bromo-2-oxo-2,3,4,5-tetrahydro-1H-1-benzazepin-4-yl)carbamat